C(CCCCCCCCCCCCCCC)OC[C@@H](OCCCCCCCCCCCCCCCC)COP(=O)([O-])OCC[N+](C)(C)C 1,2-dicetyl-sn-glycero-3-phosphocholine